C(C)N(CC)C[Si](C=1C=C(C=C)C=CC1)(OC)OC 3-(diethylaminomethyldimethoxysilyl)styrene